diphenylmethylene(3-tert-butyl-5-methyl-cyclopentadienyl)(2,7-di-tert-butyl-fluorenyl)zirconium dichloride [Cl-].[Cl-].C1(=CC=CC=C1)C(C1=CC=CC=C1)=[Zr+2](C1=C(C=CC=2C3=CC=C(C=C3CC12)C(C)(C)C)C(C)(C)C)C1C=C(C=C1C)C(C)(C)C